C(C)(C)(C)OC(NC1CCN(CC1)C=1C2=C(N=CN1)SC=C2)=O (1-(thieno[2,3-d]pyrimidin-4-yl)piperidin-4-yl)carbamic acid tert-butyl ester